C(C)(C)(C)OC(=O)N1C(CCCC1)N1C(NC2=C1C=CC=C2N2CCOCC2)=O (4-morpholino-2-oxo-2,3-dihydro-1H-benzo[d]imidazol-1-yl)piperidine-1-carboxylic acid tert-butyl ester